tert-butyl 4-(5-(5-chloro-2-(((1R,2R,4R)-2-hydroxy-4-(S-methylsulfonimidoyl) cyclohexyl) amino) pyrimidin-4-yl) oxazol-2-yl)piperidine-1-carboxylate ClC=1C(=NC(=NC1)N[C@H]1[C@@H](C[C@@H](CC1)S(=O)(=N)C)O)C1=CN=C(O1)C1CCN(CC1)C(=O)OC(C)(C)C